N-[(1s,4s)-4-{[2-(trifluoromethyl)imidazo[1,2-a]pyridin-5-yl]amino}cyclohexyl]-1H-pyrazole-5-carboxamide FC(C=1N=C2N(C(=CC=C2)NC2CCC(CC2)NC(=O)C2=CC=NN2)C1)(F)F